C12(CC3CC(CC(C1)C3)C2)C=2C=C(C=C(C2)Br)N(C2=CC=3C(C1=CC=CC=C1C3C=C2)(C)C)C2=CC=CC=C2 N-(3-((3r,5r,7r)-adamantan-1-yl)-5-bromophenyl)-9,9-dimethyl-N-phenyl-9H-fluoren-2-amine